C1(=CC=CC=C1)C(=O)C12CC2(C1)C1=CC=CC=C1 phenyl-(3-phenylbicyclo[1.1.0]butyl)methanone